(14S,17R)-12,12-dimethyl-8-(4-methylpent-1-yn-1-yl)-17-(pyridin-2-yl)-2λ6-thia-3,9,11,18,23-pentaazatetracyclo[17.3.1.111,14.05,10]tetracosa-1(22),5,7,9,19(23),20-hexaene-2,2,4-trione CC1(N2C3=NC(=CC=C3C(NS(C3=CC=CC(N[C@H](CC[C@@H](C1)C2)C2=NC=CC=C2)=N3)(=O)=O)=O)C#CCC(C)C)C